tert-butyl 3-[8-fluoro-7-[3-(methoxymethoxy)-8-(2-triisopropylsilylethynyl)-1-naphthyl] pyrido[4,3-d]pyrimidin-4-yl]-3,8-diazabicyclo[3.2.1]octane-8-carboxylate FC1=C(N=CC2=C1N=CN=C2N2CC1CCC(C2)N1C(=O)OC(C)(C)C)C1=CC(=CC2=CC=CC(=C12)C#C[Si](C(C)C)(C(C)C)C(C)C)OCOC